(1S,2S,5R)-1-hydroxy-2-isopropyl-5-methylcyclohexane O[C@@H]1[C@@H](CC[C@H](C1)C)C(C)C